C(C)(C)(C)OC(N(C)C=1C(=NC=CC1)NC1=NC(=NS1)C=1C=C2C(=CN1)OC(C2)(C)C)=O tert-Butyl-(2-((3-(2,2-dimethyl-2,3-dihydrofuro[2,3-c]pyridin-5-yl)-1,2,4-thiadiazol-5-yl)amino)pyridin-3-yl)(methyl)carbamate